C(C)(C)(CC(C)(C)C)C1=CC=C(C=C1)NC1=CC=CC2=CC=CC=C12 N-p-t-octyl-phenyl-α-naphthylamine